C(C)(C)(C)OC(=O)N1CCC2(N=C(C(=N2)/C=C/C(=O)O)C2=CC=C(C=C2)C)CC1 (E)-3-(8-(tert-Butoxycarbonyl)-3-(p-tolyl)-1,4,8-triazaspiro[4.5]dec-1,3-dien-2-yl)acrylic acid